4-(2-hydroxyisopropyl)-1-methylcyclohexanol CC1(CCC(CC1)C(C)(C)O)O